(2R)-2-((8R,9aS)-8-amino-5-((3-fluorophenoxy)methyl)-1-oxohexahydro-1H-pyrrolo[1,2-a][1,4]diazepin-2(3H)-yl)-N1-(3,4-dichlorobenzyl)-N5-hydroxypentanediamide N[C@@H]1C[C@@H]2N(C(CCN(C2=O)[C@@H](C(=O)NCC2=CC(=C(C=C2)Cl)Cl)CCC(=O)NO)COC2=CC(=CC=C2)F)C1